C(C)(C)(C)OC(=O)N1[C@@H](CCC1)[C@@]1(OC2=C(C1)C(=C(C(=C2)F)Cl)C2=C(C(=O)O)C=CC(=C2F)O[C@@H]2[C@@H](CC2)O)C2=CC=CC=C2 rel-(S)-2-((S)-2-((S)-1-(tert-butoxycarbonyl)pyrrolidin-2-yl)-5-chloro-6-fluoro-2-phenyl-2,3-dihydrobenzofuran-4-yl)-3-fluoro-4-((1S,2R)-2-hydroxycyclobutoxy)benzoic acid